C(C1=CC=CC=C1)N1CCC(=CC1)CN (1-benzyl-1,2,3,6-tetrahydropyridin-4-yl)methylamine